N,N-dimethyl-3-(4-{4-[1-(4-{[(1,3-thiazol-4-yl)methoxy]methyl}-2-toluoylamino)cyclopropyl]-2-quinolyl}-1-pyrazolyl)propionamide CN(C(CCN1N=CC(=C1)C1=NC2=CC=CC=C2C(=C1)C1(CC1)NC(=O)C=1C(=CC=C(C1)COCC=1N=CSC1)C)=O)C